FC1=C(CN2[C@@H](CCC2=O)CC(=O)N[C@@H](C(C)C)C(=O)OCC2CC2)C=CC=C1F Cyclopropylmethyl (2-((S)-1-(2,3-difluorobenzyl)-5-oxopyrrolidin-2-yl)acetyl)-L-valinate